(S)-2-((3-((6-((4-cyano-2-fluorobenzyl)oxy)pyridin-2-yl)oxy)azetidine-1-yl)methyl)-1-(oxetan-2-ylmethyl)-1H-benzo[d]imidazole-6-carboxylic acid C(#N)C1=CC(=C(COC2=CC=CC(=N2)OC2CN(C2)CC2=NC3=C(N2C[C@H]2OCC2)C=C(C=C3)C(=O)O)C=C1)F